1-(3,5-dichloro-4-(trifluoromethyl)phenyl)-4-((trifluoromethyl)sulfinyl)-1H-pyrazole-3-carbonitrile ClC=1C=C(C=C(C1C(F)(F)F)Cl)N1N=C(C(=C1)S(=O)C(F)(F)F)C#N